FC=1C=C(C=C(C1NC(=O)C1=C(CSC1)C(=O)O)F)C1=CC(=CC=C1)OC([2H])([2H])[2H] 4-((3,5-Difluoro-3'-(methoxy-d3)-[1,1'-biphenyl]-4-yl)carbamoyl)-2,5-dihydrothiophene-3-carboxylic acid